COC1=C(CNC2=C3C(=NC=N2)N(N=C3[Sn](C)(C)C)C3CCC(CC3)O)C=CC(=C1)OC 4-(4-((2,4-dimethoxybenzyl)amino)-3-(trimethylstannyl)-1H-pyrazolo[3,4-d]pyrimidin-1-yl)cyclohexan-1-ol